6-cyclopropanecarboxamido-4-({3-[5-(difluoromethyl)-1,2,4-oxadiazol-3-yl]-2-methoxyphenyl}amino)-N-(2H3)methylpyridazine-3-carboxamide C1(CC1)C(=O)NC1=CC(=C(N=N1)C(=O)NC([2H])([2H])[2H])NC1=C(C(=CC=C1)C1=NOC(=N1)C(F)F)OC